C(CCC)C1=C(C=CC=C1)C=1N(C(=C2CCC3=C(C12)C=CC=C3)C)C3=CC=C(C=C3)O 4-(1-(2-butylphenyl)-3-methyl-4,5-dihydro-2H-benzo[e]isoindol-2-yl)phenol